(s)-7-((4-((1,4,7,10-tetrakis(2-(tert-butoxy)-2-oxoethyl)-1,4,7,10-tetraazacyclododecan-2-yl)methyl)phenyl)thio)heptanoic acid C(C)(C)(C)OC(CN1[C@H](CN(CCN(CCN(CC1)CC(OC(C)(C)C)=O)CC(OC(C)(C)C)=O)CC(OC(C)(C)C)=O)CC1=CC=C(C=C1)SCCCCCCC(=O)O)=O